methyl (2S)-2-triisopropylsilyloxypropionate C(C)(C)[Si](O[C@H](C(=O)OC)C)(C(C)C)C(C)C